C(C(C)C)OC(=O)N1CC2CN(CC2C1)CC1=C(N=C2N1C=CC=C2)C2=CC=C(C=C2)Br 5-{[2-(4-bromophenyl)imidazo[1,2-a]pyridin-3-yl]methyl}hexahydropyrrolo[3,4-c]pyrrole-2(1H)-carboxylic acid isobutyl ester